C(C)N1N=C(C=C1C(F)(F)F)OC1=CC(=CC(=C1)OC1=CC(=NN1C)C(F)(F)F)F 1-ethyl-3-(3-fluoro-5-{[1-methyl-3-(trifluoromethyl)-1H-pyrazol-5-yl]oxy}phenoxy)-5-(trifluoromethyl)-1H-pyrazole